C1(CC1)C1=CC(=C(C=C1)C1[C@@H]2CN(C[C@H]12)C(=O)C1CC2(C1)NC(OC2)=O)C (2s,4S)-2-((1R,5S,6S)-6-(4-Cyclopropyl-2-methylphenyl)-3-azabicyclo[3.1.0]hexan-3-carbonyl)-7-oxa-5-azaspiro[3.4]octan-6-on